CC1=C(C=2N(C=C1C=1NC3=CC=C(C=C3C1C(C)C)C1CCN(CC1)CC(=O)N(C)C)C=NN2)C 2-(4-(2-(7,8-dimethyl-[1,2,4]triazolo[4,3-a]pyridin-6-yl)-3-isopropyl-1H-indol-5-yl)piperidin-1-yl)-N,N-dimethylacetamide